N[C@H](C1(CC1)C#N)C1=CC2=C(N(C=N2)COCC[Si](C)(C)C)C=C1 |o1:1| (S*)-1-(Amino(1-((2-(trimethylsilyl)ethoxy)methyl)-1H-benzo[d]imidazol-5-yl)methyl)cyclopropane-1-carbonitrile